7-(2-(5-Cyclopropyl-3-(2,6-difluorophenyl)isoxazol-4-yl)-7-azaspiro[3.5]non-1-en-7-yl)isochinolin C1(CC1)C1=C(C(=NO1)C1=C(C=CC=C1F)F)C1=CC2(C1)CCN(CC2)C2=CC=C1C=CN=CC1=C2